C(C)OC=1C=C(C=O)C=CC1OCC\C=C(\CCCC)/C (E)-3-ethoxy-4-((4-methyloctan-3-en-1-yl)oxy)benzaldehyde